6-methyl-5-(1-phenylethyl)indolizine-7-carboxylic acid CC1=C(N2C=CC=C2C=C1C(=O)O)C(C)C1=CC=CC=C1